N-(1-((4-fluoro-3-methylphenyl)amino)-6-methoxyisoquinolin-7-yl)-4-(piperidin-1-yl)butanamide FC1=C(C=C(C=C1)NC1=NC=CC2=CC(=C(C=C12)NC(CCCN1CCCCC1)=O)OC)C